3-(8-Amino-7-fluoro-6-(8-methyl-2,3-dihydro-1H-pyrido[2,3-b][1,4]oxazin-7-yl)isoquinolin-3-yl)-1-cyclobutyl-1-methylurea NC=1C(=C(C=C2C=C(N=CC12)NC(N(C)C1CCC1)=O)C1=C(C2=C(OCCN2)N=C1)C)F